tert-butyl (R)-5-amino-4-(5-hydroxy-1-oxoisoindolin-2-yl)-5-oxopentanoate NC([C@@H](CCC(=O)OC(C)(C)C)N1C(C2=CC=C(C=C2C1)O)=O)=O